1-cyclopropyl-4-(3-fluoro-5-hydroxy-4-(7-(2,2,6,6-tetramethyl-1,2,3,6-tetrahydropyridin-4-yl)imidazo[1,2-a]pyrimidin-2-yl)phenyl)pyridin-2(1H)-one C1(CC1)N1C(C=C(C=C1)C1=CC(=C(C(=C1)O)C=1N=C2N(C=CC(=N2)C=2CC(NC(C2)(C)C)(C)C)C1)F)=O